2-INDANMETHANOL C1C(CC2=CC=CC=C12)CO